2-((2S,3S)-3-amino-5-methylenetetrahydro-2H-pyran-2-yl)-3-bromo-5-chloro-N-(thiophen-2-ylmethyl)thieno[3,2-b]pyridin-7-amine N[C@@H]1[C@H](OCC(C1)=C)C1=C(C2=NC(=CC(=C2S1)NCC=1SC=CC1)Cl)Br